C(C=C)(=O)OCCCCCCCCCCCCCC normal tetradecyl acrylate